tert-Butyl 4-[(1S)-1-aminoethyl]-4-fluoropiperidine-1-carboxylate N[C@@H](C)C1(CCN(CC1)C(=O)OC(C)(C)C)F